NC1=C(C2=C(S1)CSC21CNC1)C#N 2-aminospiro[6H-thieno[3,4-b]thiophene-4,3'-azetidine]-3-carbonitrile